O=C1CC(N1)C(=O)O 4-Oxoazetidine-2-carboxylic acid